CS(=O)(=O)C=1N=CC2=C(N1)N=C(C=C2C#C[Si](C(C)C)(C(C)C)C(C)C)NC(=O)NC2(CCCC2)C(F)(F)F 1-(2-(methanesulfonyl)-5-((triisopropylsilyl)ethynyl)pyrido[2,3-d]pyrimidin-7-yl)-3-(1-(trifluoromethyl)cyclopentyl)urea